methyl-N-(1-methylpiperidin-4-yl)-4-(4,4,5,5-tetramethyl-1,3,2-dioxaborolan-2-yl)benzamide CC1=C(C(=O)NC2CCN(CC2)C)C=CC(=C1)B1OC(C(O1)(C)C)(C)C